3-(2,6-difluorophenyl)-4-oxo-3,4-dihydrophthalazin FC1=C(C(=CC=C1)F)N1N=CC2=CC=CC=C2C1=O